OC(CCNC1=CC=C(S(=O)(=O)O)C=C1)C N-(3-hydroxybutyl)-p-sulfanilic acid